4-amino-N-cyclopropyl-1-methyl-N-{6-[(1-methylpyrazol-4-yl)ethynyl]-2,3-dihydro-1-benzofuran-3-yl}pyrazolo[4,3-c]quinoline-8-carboxamide NC1=NC=2C=CC(=CC2C2=C1C=NN2C)C(=O)N(C2COC1=C2C=CC(=C1)C#CC=1C=NN(C1)C)C1CC1